Cl.NC1=NC=2N(C=C1C#CC1CC(C1)OC1CCNCC1)C=C(N2)C2=C(C=CC=C2)O 2-[7-amino-6-[2-[3-(4-piperidinyloxy)cyclobutyl]ethynyl]imidazo[1,2-a]pyrimidin-2-yl]phenol hydrochloride